C(C)(C)(C)OC(=O)N1[C@H]2C[C@@H]([C@@H](C1)C2)OC=2C=1N(C=C(N2)C=2C=NN(C2)C)N=CC1.CC1=CC=C(C=C1)SC1=CC=C(C=C1)C=O |r| 4-[(4-methylphenyl)thio]phenyl-methanone racemic-tert-butyl-(1R,4R,5S)-5-((6-(1-methyl-1H-pyrazol-4-yl)pyrazolo[1,5-a]pyrazin-4-yl)oxy)-2-azabicyclo[2.2.1]heptane-2-carboxylate